C1C(O1)S thiooxirane